4-hydroxy-3,5-diiodobenzoic acid OC1=C(C=C(C(=O)O)C=C1I)I